(2R,4R)-4-fluoro-2-(2-methoxy-2-oxoethyl)pyrrolidine-1-carboxylic acid tert-butyl ester C(C)(C)(C)OC(=O)N1[C@@H](C[C@H](C1)F)CC(=O)OC